p-methoxyphenyl-2,4-bis(trichloromethyl)triazine COC1(NN(NC=C1C1=CC=CC=C1)C(Cl)(Cl)Cl)C(Cl)(Cl)Cl